C(C)(C)(C)OC(NC=1C(=NN(C1)[C@@H]1CC[C@H](CC1)C=O)C(F)F)=O tert-butyl(3-(difluoromethyl)-1-((trans)-4-formylcyclohexyl)-1H-pyrazol-4-yl)carbamate